4-(6-methoxy-4-(methyl-(5-methyl-1H-pyrazol-3-yl)amino)-7-(3-(pyrrolidin-1-yl)propoxy)quinazolin-2-yl)thiomorpholine COC=1C=C2C(=NC(=NC2=CC1OCCCN1CCCC1)N1CCSCC1)N(C1=NNC(=C1)C)C